nonafluorotert-butyl alcohol FC(C(C(F)(F)F)(C(F)(F)F)O)(F)F